(4-propoxybenzyl)imidazo[4,5-b]pyridin-6-amine C(CC)OC1=CC=C(CC=2N=C3C(=NC=C(C3)N)N2)C=C1